C(=C)C1=CC=[N+](C=C1)CCO 4-vinyl-2-hydroxyethyl-pyridinium